CN(C1CN(CC1)C1=NC=C(C=N1)CNC(=O)NC=1SC=C(N1)C(C)(C)C1=CC=C(C=C1)OC)C 1-((2-(3-(dimethylamino)pyrrolidin-1-yl)pyrimidin-5-yl)methyl)-3-(4-(2-(4-methoxyphenyl)propan-2-yl)thiazol-2-yl)urea